tert-butyl N-(cyclobutylmethyl)-N-[(3R)-1-[5-[[4-(5-methoxy-3-pyridyl)triazol-1-yl]methyl]-2-pyridyl]-3-piperidyl]carbamate C1(CCC1)CN(C(OC(C)(C)C)=O)[C@H]1CN(CCC1)C1=NC=C(C=C1)CN1N=NC(=C1)C=1C=NC=C(C1)OC